C(C)(=O)C=1C=NC(=CC1)OC1=CC(=CC=C1)C 3-acetyl-6-(3-methylphenoxy)pyridine